4-ethenyl-2-(2-fluoro-4-methylphenyl)-5-(1H-pyrrolo[2,3-b]pyridin-4-yl)-1-{[2-(trimethylsilyl)ethoxy]methyl}-1H-pyrrole-3-carboxylic acid C(=C)C=1C(=C(N(C1C1=C2C(=NC=C1)NC=C2)COCC[Si](C)(C)C)C2=C(C=C(C=C2)C)F)C(=O)O